(2R,3R,4R,5S)-2-methyl-1-((1,2,3,4-tetrahydronaphthalen-2-yl)methyl)piperidin-3,4,5-triol C[C@H]1N(C[C@@H]([C@H]([C@@H]1O)O)O)CC1CC2=CC=CC=C2CC1